1-(4-(2-hydroxypropan-2-yl)pyridin-2-yl)-N-(6-methoxy-1-methyl-1H-pyrazolo[4,3-c]pyridin-7-yl)-1H-pyrazole-4-sulfonamide OC(C)(C)C1=CC(=NC=C1)N1N=CC(=C1)S(=O)(=O)NC=1C2=C(C=NC1OC)C=NN2C